BrC1=C(N=C(S1)C1CC1)C(F)F 5-bromo-2-cyclopropyl-4-(difluoromethyl)thiazole